FC=1C(=C(C(=CC1)C1=CC(=NC=C1)OC)NC(=O)N=[S@@](=O)(N)C=1C=NN2C1OCCC2)C(C)C (S)-N'-((3-fluoro-2-isopropyl-6-(2-methoxypyridin-4-yl)phenyl)carbamoyl)-6,7-dihydro-5H-pyrazolo[5,1-b][1,3]oxazine-3-sulfonimidamide